5-(cyclopentyloxy)-4-(pyrrolidine-1-carbonyl)-1,3-phenylenebis(4-methylbenzenesulfonate) C1(CCCC1)OC=1C(=C(C=C(C1)C1=C(C=CC(=C1)C)S(=O)(=O)[O-])C1=C(C=CC(=C1)C)S(=O)(=O)[O-])C(=O)N1CCCC1